tert-butyl 3-methyl-6-(((trifluoromethyl) sulfonyl)oxy)-3,4-dihydropyridine-1(2H)-carboxylate CC1CN(C(=CC1)OS(=O)(=O)C(F)(F)F)C(=O)OC(C)(C)C